C(C)(C)(C)OC(=O)N1C(CNCC1)C1=NC(=NC(=C1)C1=CC=C(C=C1)C(F)(F)F)C=1C=NSC1 (2-(isothiazol-4-yl)-6-(4-(trifluoromethyl)phenyl)pyrimidin-4-yl)piperazine-1-carboxylic acid tert-butyl ester